(1-((R)-acryloylazepan-3-yl)-7-chloro-6-(((S)-tetrahydrofuran-3-yl)oxy)-1H-benzo[d]imidazol-2-yl)-2-(trifluoromethyl)isonicotinamide C(C=C)(=O)N1C[C@@H](CCCC1)N1C(=NC2=C1C(=C(C=C2)O[C@@H]2COCC2)Cl)C2=C(C(=O)N)C=CN=C2C(F)(F)F